5-methoxy-1,3a,4,5,6,6a-hexahydropentalen-2-yl trifluoromethanesulfonate FC(S(=O)(=O)OC=1CC2CC(CC2C1)OC)(F)F